N-((1H-tetrazol-5-yl)methyl)-2,6-dihydroxy-N,5'-dimethyl-4-pentyl-1',2',3',4'-tetrahydro-[1,1'-biphenyl]-3-carboxamide N1N=NN=C1CN(C(=O)C=1C(=C(C(=CC1CCCCC)O)C1CCCC(=C1)C)O)C